N1=NN(C2=NC=CC=C21)C2=CC(=C(C(=O)N(C1=NC=CC3=CC(=CC=C13)C=1N=NNC1CO)[C@H]1CN(CCC1)C(=O)OC(C)(C)C)C=C2)F tert-butyl (R)-3-(4-(3H-[1,2,3]triazolo[4,5-b]pyridin-3-yl)-2-fluoro-N-(6-(5-(hydroxymethyl)-1H-1,2,3-triazol-4-yl)isoquinolin-1-yl)benzamido)piperidine-1-carboxylate